7-bromo-1-methyl-2-oxo-4-[4-(phenylsulfanyl)piperidin-1-yl]-1,2-dihydroquinoline-3-carbonitrile BrC1=CC=C2C(=C(C(N(C2=C1)C)=O)C#N)N1CCC(CC1)SC1=CC=CC=C1